C(C)(C)(C)OC(=O)N1CCN(CC1)C1=C2CCCN(C2=CC=C1)[C@H]1C(NC(CC1)=O)=O 4-[1-[(3R)-2,6-dioxo-3-piperidyl]-3,4-dihydro-2H-quinolin-5-yl]piperazine-1-carboxylic acid tert-butyl ester